N-[5-(4,5-dihydro-3H-imidazol-2-yl)-3-methylphenyl]-1-{[3-(4,5-dihydro-1H-imidazol-2-yl)-5-methylphenyl]amino}methanamide N1=C(NCC1)C=1C=C(C=C(C1)NC(=O)NC1=CC(=CC(=C1)C)C=1NCCN1)C